9-oxononyl 2-hexyloctanoate C(CCCCC)C(C(=O)OCCCCCCCCC=O)CCCCCC